8-bromo-5,5-dimethyl-6H-benzo[h]quinazoline-4,7-diamine BrC1=CC=C2C(CC(C=3C(=NC=NC23)N)(C)C)=C1N